pyrazolocyclononan-8-one N1N=CC2=C1CCC(CCCC2)=O